N-(1-bromonaphthalen-2-yl)benzamide BrC1=C(C=CC2=CC=CC=C12)NC(C1=CC=CC=C1)=O